O(NC1=CC(=CC=C1)C(F)(F)F)NC1=CC(=CC=C1)C(F)(F)F oxybis[3-(trifluoromethyl)aniline]